C(CCC)O[Al](OC(C)C)OC(C)C mono(n-butoxy)di(isopropoxy)aluminum